N=1N(N=CC1)C1=C(C=C(C=N1)NC(=O)N1CC(C(C2=C(C=CC=C12)Br)C)C)C(F)(F)F N-(6-(2H-1,2,3-triazol-2-yl)-5-(trifluoromethyl)pyridin-3-yl)-5-bromo-3,4-dimethyl-3,4-dihydroquinoline-1(2H)-carboxamide